COC1=NC=C(C(=N1)OC)C=1C=C(C=2N(N1)C=CN2)N2C=NC=C2 6-(2,4-dimethoxypyrimidin-5-yl)-8-imidazol-1-yl-imidazo[1,2-b]pyridazine